O1COC2=C1C=CC(=C2)/C=C/C(=O)N(CC=2SC=CC2)CC (E)-3-(benzo[d][1,3]dioxol-5-yl)-N-ethyl-N-(thiophen-2-ylmethyl)acrylamide